5-((2S)-1-benzyl-4-hydroxy-2-methylpiperidin-4-yl)-2-(2,6-dioxopiperidin-3-yl)isoindoline-1,3-dione C(C1=CC=CC=C1)N1[C@H](CC(CC1)(O)C=1C=C2C(N(C(C2=CC1)=O)C1C(NC(CC1)=O)=O)=O)C